C(C)C1=C2C(=NC(=NC2=C(C=C1Cl)F)C(=O)O)O.CC1=CC2=C(NN=N2)C=C1C 5,6-dimethyl-benzotriazol ethyl-6-chloro-8-fluoro-4-hydroxy-quinazoline-2-carboxylate